1-[4-[7-[3-(morpholine-4-carbonyl)phenyl]furo[3,2-b]pyridin-2-yl]piperazin-1-yl]ethanone N1(CCOCC1)C(=O)C=1C=C(C=CC1)C1=C2C(=NC=C1)C=C(O2)N2CCN(CC2)C(C)=O